ethyl 2-(7-isopropyl-1,4-dioxo-3H-pyrrolo[1,2-d][1,2,4]triazin-2-yl)acetate C(C)(C)C=1C=C2N(C(NN(C2=O)CC(=O)OCC)=O)C1